1,3,5-Tris(mercaptoethyl)benzol SCCC1=CC(=CC(=C1)CCS)CCS